1-(3-Chloro-2-fluorophenyl)piperazine hydrochloride Cl.ClC=1C(=C(C=CC1)N1CCNCC1)F